BrC=1C=C2C(C(=CNC2=CC1)N1C(OCC1CC1=CC=CC=C1)=O)=O 6-bromo-3-(4-benzyl-2-oxo-oxazolidin-3-yl)-4-oxo-1,4-dihydroquinoline